(S)-4-(3,4-dichloro-2-fluorophenoxy)-6-(piperidin-3-yl)quinazoline ClC=1C(=C(OC2=NC=NC3=CC=C(C=C23)[C@H]2CNCCC2)C=CC1Cl)F